NCC=1C=CC=NC1 5-(Aminomethyl)pyridin